COC=1C=C2N=C3CCCCC3=C(C2=CC1OC)NC1CCNCC1 6,7-dimethoxy-N-(piperidin-4-yl)-1,2,3,4-tetrahydroacridin-9-amine